ethyl 2-(N-(4-(5-(7-(4,4-difluoropiperidin-1-yl)furo[2,3-c]pyridin-5-yl)-1,3,4-oxadiazol-2-yl)-3-(6-azaspiro[2.5]oct-6-yl)phenyl)sulfamoyl)acetate FC1(CCN(CC1)C=1N=C(C=C2C1OC=C2)C2=NN=C(O2)C2=C(C=C(C=C2)NS(=O)(=O)CC(=O)OCC)N2CCC1(CC1)CC2)F